C(CCC)C(C(=O)OCCC)CCCCCC propyl 2-butyloctanoate